N1=CC=CC2=CC=CC(=C12)CCCCN1C(NC2=C1C=CC=C2)=O (4-(quinolin-8-yl)butyl)-1,3-dihydro-2H-benzo[d]imidazol-2-one